(S)-2-(butylsulfonamido)-3-(4-(4-(pyridin-4-yl)butoxy)phenyl)propanoic acid C(CCC)S(=O)(=O)N[C@H](C(=O)O)CC1=CC=C(C=C1)OCCCCC1=CC=NC=C1